BrC1=C(C(=C(C2=CC(=CC=C12)Br)Br)Br)Br 1,2,3,4,6-pentabromonaphthalene